tert-butyl (3S,7S)-3-(tert-butoxycarbonylamino)-3-formyl-7-methyl-4,7-dihydro-2H-azepine-1-carboxylate C(C)(C)(C)OC(=O)N[C@@]1(CN([C@H](C=CC1)C)C(=O)OC(C)(C)C)C=O